C12(CC1)CC1=C(OC=3C2=NC=CC3)C=C(C=C1)C(=O)O 10H-spiro[benzo[6,7]oxepino[3,2-b]pyridine-11,1'-cyclopropane]-7-carboxylic acid